FC1=CC=C(C=C1)C(C)N1C(=CC=C1)C(=O)OCC ethyl 1-[1-(4-fluorophenyl) ethyl]-1H-pyrrole-2-carboxylate